BrC=1C=C(C(N(C1)C)=O)NC1=NC=C(C=C1)N1C(CN(CC1)C1COC1)C (3S)-5-Bromo-1-methyl-3-(5-(2-methyl-4-(oxetan-3-yl)piperazin-1-yl)pyridine-2-ylamino)pyridin-2(1H)-one